2-(4-(2-((1-(Ethylsulfonyl)piperidin-4-yl)amino)-5-(trifluoromethyl)pyrimidin-4-yl)-1H-pyrazol-1-yl)-2-methylpropanamide C(C)S(=O)(=O)N1CCC(CC1)NC1=NC=C(C(=N1)C=1C=NN(C1)C(C(=O)N)(C)C)C(F)(F)F